6-bromo-2-chloro-pyridin-3-amine BrC1=CC=C(C(=N1)Cl)N